NC1N=C(OCCCC2C=CC=CC=2)N=C2C=1N=CN2[C@@H]1O[C@H](CO)[C@@H](O)[C@H]1O 2-Phenylpropoxyadenosine